sodium 2,2'-methylene-bis(4,6-di-tertiary butyl phenoxy) phosphate P1(=O)(OOC2=C(C=C(C=C2C(C)(C)C)C(C)(C)C)CC2=C(OO1)C(=CC(=C2)C(C)(C)C)C(C)(C)C)[O-].[Na+]